BrC=1C(=C(C=CC1)C(C)N)C (3-Bromo-2-methylphenyl)ethane-1-amine